(4-aminopyrazol-1-yl)-2-methyl-propan-2-ol NC=1C=NN(C1)CC(C)(O)C